CCCCCCCCCCCCCCCCCCCC(=O)N[C@@H](CO[C@H]1[C@@H]([C@H]([C@H]([C@H](O1)CO)O)O)O)[C@@H](/C=C/CCCCCCCCCCCCC)O The molecule is a beta-D-galactosyl-N-acylsphingosine in which the acyl group is specified as eicosanoyl. It has a role as a mouse metabolite. It derives from an icosanoic acid.